tris(dibenzoylmethane) titanium [Ti].C(C1=CC=CC=C1)(=O)CC(C1=CC=CC=C1)=O.C(C1=CC=CC=C1)(=O)CC(C1=CC=CC=C1)=O.C(C1=CC=CC=C1)(=O)CC(C1=CC=CC=C1)=O